COC(=O)C1=CN(C(=C1)C1=NC=C(C=C1OCOC)Cl)C.C(CC)N1C2=CC=CC=C2C=2CCCCC12 N-propyl-tetrahydrocarbazole methyl-5-[5-chloro-3-(methoxymethoxy)pyridin-2-yl]-1-methylpyrrole-3-carboxylate